O.O.[N+](=O)([O-])C1=C(C(C(=O)[O-])=CC=C1)C(=O)[O-].[Cu+2].OC(C)(C)C=1C(=CC2=CN(N=C2C1)CCCS(=O)(=O)C)C=1C(=NC(=CC1)C(F)(F)F)C(=O)N {6-(2-hydroxy-prop-2-yl)-2-[3-(methylsulfonyl)propyl]-2H-indazol-5-yl}-6-(trifluoromethyl)pyridine-2-carboxamide copper (3-nitrophthalate) dihydrate